1,1,1,2-tetrafluoro-2-chloropentane FC(C(CCC)(Cl)F)(F)F